COC([C@](NC(=O)OC(C)(C)C)(CC1=CC(=C(C=C1)OC)I)C)=O (R)-N-Boc-3-iodo-O-methyl-alpha-methyl-tyrosine methyl ester